8-(6-Bromo-3-ethylsulfanyl-5-fluoro-7,9-dihydrofuro[3,4-f]quinazolin-1-yl)-3,8-diazabicyclo[3.2.1]octane-3-carboxylic acid tert-butyl ester C(C)(C)(C)OC(=O)N1CC2CCC(C1)N2C2=NC(=NC=1C(=C(C3=C(C21)COC3)Br)F)SCC